(2S)-5,5-dimethyl-2-{[(1,5-naphthyridin-3-yl)methyl]amino}hexanoic acid CC(CC[C@@H](C(=O)O)NCC=1C=NC2=CC=CN=C2C1)(C)C